FC1=CC=C(C2=C1N=CN=N2)C(=O)OC methyl 5-fluoro-1,2,4-benzotriazine-8-carboxylate